1-(beta-D-arabinofuranosyl)-5-formyluracil [C@@H]1([C@@H](O)[C@H](O)[C@H](O1)CO)N1C(=O)NC(=O)C(=C1)C=O